ClC=1C(C(=C(C(C1Cl)=O)Cl)Cl)=O 2,3,5,6-tetrachloro-1,4-Benzoquinone